2-(4-fluoro-2-methylphenoxy)-5-(1-fluorocyclopropyl)-N-(2-methoxypyridin-4-yl)-4-(trifluoromethyl)benzamide FC1=CC(=C(OC2=C(C(=O)NC3=CC(=NC=C3)OC)C=C(C(=C2)C(F)(F)F)C2(CC2)F)C=C1)C